5-(3-(piperidin-1-yl)phenyl)imidazolidin-2-on N1(CCCCC1)C=1C=C(C=CC1)C1CNC(N1)=O